NC=1C=CC(=NC1)N1CCS(CC1)(=NCC)=O 4-(5-aminopyridin-2-yl)-1-(ethylimino)-1lambda6-thiomorpholin 1-oxide